[Sn].[Pb] lead-stannum